3-[trimethylammonio]-1-propanesulfonate C[N+](CCCS(=O)(=O)[O-])(C)C